N-(5-chloro-6-(2H-1,2,3-triazol-2-yl)pyridin-3-yl)-1-(1-(difluoromethyl)isoquinolin-5-yl)-5-(trifluoromethyl)-1H-pyrazole-4-carboxamide ClC=1C=C(C=NC1N1N=CC=N1)NC(=O)C=1C=NN(C1C(F)(F)F)C1=C2C=CN=C(C2=CC=C1)C(F)F